IC[C@@H]1CN(CCO1)C(=O)OC(C)(C)C tert-butyl (2S)-2-(iodomethyl)morpholine-4-carboxylate